O1CCN(CC1)C1=NC=CC2=C1N=C(N2COCC[Si](C)(C)C)C2=CC=C(C=C2)NC=2C=NC(=NC2)N2CCN(CC2)C(=O)OC(C)(C)C tert-butyl 4-(5-((4-(4-morpholino-1-((2-(trimethylsilyl)ethoxy)methyl)-1H-imidazo[4,5-c]pyridin-2-yl)phenyl)amino)pyrimidin-2-yl)piperazine-1-carboxylate